C(C)(C)(C)OC(=O)N[C@H](CC1=NC=CC=C1)C(=O)O N-tert-butoxycarbonyl-3-pyridinyl-D-alanine